3-((tert-butyloxycarbonyl)(methyl)amino)-2-(3-methoxyphenyl)propanoic acid C(C)(C)(C)OC(=O)N(CC(C(=O)O)C1=CC(=CC=C1)OC)C